6-fluoro-N-(6-(2-isopropylphenyl)-5-(trifluoromethyl)pyridin-2-yl)pyridine-2-sulfonamide FC1=CC=CC(=N1)S(=O)(=O)NC1=NC(=C(C=C1)C(F)(F)F)C1=C(C=CC=C1)C(C)C